(3S)-1-[(2S)-3-(3-bromo-4-fluoro-5,6-dihydro-2H-pyridin-1-yl)-2-[(tert-butoxycarbonyl)amino]propionyl]-1,2-diazacyclohexane-3-carboxylic acid methyl ester COC(=O)[C@H]1NN(CCC1)C([C@H](CN1CC(=C(CC1)F)Br)NC(=O)OC(C)(C)C)=O